1-(4-benzotriazol-1-yl-phenyl)-3-(5-tert-butyl-isoxazol-3-yl)-urea N1(N=NC2=C1C=CC=C2)C2=CC=C(C=C2)NC(=O)NC2=NOC(=C2)C(C)(C)C